N1CC(C1)S(=O)(=O)C1=CC=C(C=C1)O 4-(azetidin-3-ylsulfonyl)phenol